FC1(CN(CCC1)C=1C2=C(N=C(N1)S(=O)(=O)C)C(=C(N=C2OC)C2=CC(=CC1=CC=C(C(=C21)C#C[Si](C(C)C)(C(C)C)C(C)C)F)OCCOC)F)F 4-(3,3-difluoropiperidin-1-yl)-8-fluoro-7-(7-fluoro-3-(methoxymethylmethoxy)-8-[(triisopropylsilyl)ethynyl]naphth-1-yl)-5-methoxy-2-(methylsulfonyl)pyrido[4,3-d]pyrimidine